C1(CCCC1)C1=CC(=C(C(=C1)F)NC(C1=C(C=CC(=C1)[N+](=O)[O-])SC1=NN=CN1CCN(C=O)C)=O)F N-(4-cyclopentyl-2,6-difluorophenyl)-2-({4-[2-(N-methylformamido)ethyl]-4H-1,2,4-triazol-3-yl}sulfanyl)-5-nitrobenzamide